N-(2-((2-(2,6-dioxopiperidin-3-yl)-1,3-dioxoisoindolin-4-yl)amino)ethyl)acetamide tert-butyl-N-[3-[4-(benzyloxycarbonylamino)cyclohexoxy]propyl]carbamate C(C)(C)(C)OC(NCCCOC1CCC(CC1)NC(=O)OCC1=CC=CC=C1)=O.O=C1NC(CCC1N1C(C2=CC=CC(=C2C1=O)NCCNC(C)=O)=O)=O